NC(C(CCC(=O)[O-])N1C(C2=CC=CC(=C2C1)O)=O)=O 5-amino-4-(4-hydroxy-1-oxoisoindolin-2-yl)-5-oxopentanoate